(S)-N-((R)-1-(4-carbamimidoylthiophen-2-yl)ethyl)-7-((5,5-dioxidodibenzo[b,d]thiophene-2-carbonyl)glycyl)-1,4-dioxa-7-azaspiro[4.4]nonane-8-carboxamide C(N)(=N)C=1C=C(SC1)[C@@H](C)NC(=O)[C@H]1N(CC2(OCCO2)C1)C(CNC(=O)C1=CC2=C(S(C3=C2C=CC=C3)(=O)=O)C=C1)=O